O1N=CC=C1C=1C(=NC=CC1)N1CCN(CC1)[C@H]1CC2(CN(C2)C(=O)OCC)CC1 ethyl (6R)-6-[4-(3-isoxazol-5-yl-2-pyridyl)piperazin-1-yl]-2-azaspiro[3.4]octane-2-carboxylate